(piperidin-4-yl)-2,3-dihydro-1H-1,3-benzodiazole-2-one N1CCC(CC1)N1C(NC2=C1C=CC=C2)=O